(S)-2-(3-((1-(6-Amino-3-chloropyridazin-4-yl)-2-cyclopropoxyethyl)amino)-2,2-difluoropropyl-1,1,3,3-d4)isoindoline-1,3-dione NC1=CC(=C(N=N1)Cl)[C@@H](COC1CC1)NC(C(C([2H])([2H])N1C(C2=CC=CC=C2C1=O)=O)(F)F)([2H])[2H]